N1=C(C=CC=C1)S(=O)(=O)N 2-pyridinyl-sulfonamide